N-(6-methylpyrazolo[1,5-a]pyrimidin-3-yl)imidazo[1,2-a]pyrimidine-6-carboxamide CC=1C=NC=2N(C1)N=CC2NC(=O)C=2C=NC=1N(C2)C=CN1